C1=CC=NNC=C1.Cl diazepine hydrochloride